Tert-butyl (7-bromo-2,3-dihydrobenzofuran-3-yl)carbamate BrC1=CC=CC=2C(COC21)NC(OC(C)(C)C)=O